(2S,4R)-1-[2-(4-acetyl-3,4-dihydro-2H-1,4-benzoxazin-2-yl)acetyl]-4-fluoro-N-[(S)-phenyl[4-(propan-2-yl)phenyl]methyl]pyrrolidine-2-carboxamide C(C)(=O)N1CC(OC2=C1C=CC=C2)CC(=O)N2[C@@H](C[C@H](C2)F)C(=O)N[C@H](C2=CC=C(C=C2)C(C)C)C2=CC=CC=C2